FC1(CN(CC[C@H]1NC1=NN2C(C(=N1)OC)=C(C=C2)C2=CC=1N(C=C2)N=CC1)C(C)=O)F (R)-1-(3,3-Difluoro-4-((4-methoxy-5-(pyrazolo[1,5-a]pyridin-5-yl)pyrrolo[2,1-f][1,2,4]triazin-2-yl)amino)piperidin-1-yl)ethan-1-one